((2,2-dioxo-1,3-dihydrobenzo[c]thiophen-5-yl)amino)-8-((1R,2R)-2-hydroxy-2-methylcyclopentyl)-5-methyl-6-((trimethylsilyl)ethynyl)pyrido[2,3-d]pyrimidin-7(8H)-one O=S1(CC2=C(C1)C=C(C=C2)NC=2N=CC1=C(N2)N(C(C(=C1C)C#C[Si](C)(C)C)=O)[C@H]1[C@](CCC1)(C)O)=O